N-(dodecyloxy-2-hydroxypropyl)-methyl-dihydroxyethyl-ammonium chloride [Cl-].C(CCCCCCCCCCC)OCC(C[NH+](CC(O)O)C)O